NC1=C(C(=NN1[C@@H]1CCC2=CC=CC=C12)C1=CC=C(C=C1)CNC(C1=C(C=CC=C1)OC)=O)C(=O)N 5-amino-1-[(1R)-indan-1-yl]-3-[4-[[(2-methoxybenzoyl)amino]methyl]phenyl]pyrazole-4-carboxamide